7-bromo-N-isopropyl-5-oxo-1-thioxo-4,5-dihydro-1H-thiazolo[3,4-a]quinazoline-3-carboxamide BrC=1C=C2C(NC=3N(C2=CC1)C(SC3C(=O)NC(C)C)=S)=O